methyl 4-(2-aminophenyl)-2-butyramido-4-oxobutanoate NC1=C(C=CC=C1)C(CC(C(=O)OC)NC(CCC)=O)=O